CC(C)[Si](S)(C(C)C)C(C)C Tri(propan-2-yl)silanethiol